ethyl (rac)-2-amino-2-(2-fluoro-4-(trifluoromethyl)phenyl)acetate N[C@@H](C(=O)OCC)C1=C(C=C(C=C1)C(F)(F)F)F |r|